CN([C@H](CNC(=O)NC(CC1=CSC=C1)(C)C)CC1=CC=C(C=C1)O)C (S)-1-(2-(dimethylamino)-3-(4-hydroxyphenyl)propyl)-3-(2-methyl-1-(thiophen-3-yl)propan-2-yl)urea